(3S)-3-amino-4-(3-(4-((5-bromo-3-fluoropyridin-2-yl)oxy)phenyl)-1,2,4-oxadiazol-5-yl)butan N[C@@H](CC)CC1=NC(=NO1)C1=CC=C(C=C1)OC1=NC=C(C=C1F)Br